didodecyl 3,3'-(((1-(2-(dimethylamino)ethyl)-1H-pyrazol-4-yl)methyl)azanediyl)dipropionate CN(CCN1N=CC(=C1)CN(CCC(=O)OCCCCCCCCCCCC)CCC(=O)OCCCCCCCCCCCC)C